ClC1=C(C=C(C=C1)B1OC(C(O1)(C)C)(C)C)F 2-(4-chloro-3-fluoro-phenyl)-4,4,5,5-tetramethyl-1,3,2-dioxaborolane